(S)-N-(5-(2,4-difluorophenoxy)pyrazin-2-yl)-2-(4-((R)-2-(hydroxymethyl)-5,6,7,8-tetrahydro-[1,2,4]triazolo[1,5-a]pyridine-6-carbonyl)-3,3-dimethylpiperazin-1-yl)propanamide FC1=C(OC=2N=CC(=NC2)NC([C@H](C)N2CC(N(CC2)C(=O)[C@@H]2CCC=3N(C2)N=C(N3)CO)(C)C)=O)C=CC(=C1)F